FC1=CC=C(CS(=O)(=O)N2CC=C(CC2)C=2C=C(C(=NC2)C(=O)[O-])O)C=C1 5-(1-((4-fluorobenzyl) sulfonyl)-1,2,5,6-tetrahydropyridin-4-yl)-3-hydroxy-pyridine-2-carboxylate